C(CCC)C(=CC1=CC=CC=C1)C=C butyl-vinyl-styrene